NC1=NC=2C=C(C(=CC2C2=C1C=NN2C)C(=O)N(C2COC1=C2C=CC(=C1)C(F)(F)F)C(C)C=1N=CSC1)F 4-amino-7-fluoro-1-methyl-N-(1-(thiazol-4-yl)ethyl)-N-(6-(trifluoromethyl)-2,3-dihydrobenzofuran-3-yl)-1H-pyrazolo[4,3-c]quinolin-8-carboxamide